(6-((1-Benzyl-1H-tetrazol-5-yl)methyl)-1,3,5,7-tetraoxo-3,5,6,7-tetrahydropyrrolo[3,4-f]isoindol-2(1H)-yl)methyl nitrate [N+](=O)(OCN1C(C2=CC=3C(N(C(C3C=C2C1=O)=O)CC1=NN=NN1CC1=CC=CC=C1)=O)=O)[O-]